Ethyl 1-methyl-6-((1-((1-methylcyclopropyl)sulfonyl)cyclopropyl)methyl)-7-oxo-4,5,6,7-tetrahydro-1H-pyrazolo[3,4-c]pyridine-3-carboxylate CN1N=C(C2=C1C(N(CC2)CC2(CC2)S(=O)(=O)C2(CC2)C)=O)C(=O)OCC